C12CN(CC2C1)C1=CC(=C(C=C1)CN1C=NC(=C1)C(=O)OCC)C=O ethyl 1-[(4-{3-azabicyclo[3.1.0]hexan-3-yl}-2-formylphenyl)methyl]-1H-imidazole-4-carboxylate